BrC1=CC2=C(C(=N1)NC=1C=CC(=C(C(=O)N)C1)C)N(C=N2)C2CC2 5-((6-bromo-3-cyclopropyl-3H-imidazo[4,5-c]pyridin-4-yl)amino)-2-methylbenzamide